CC=1C2=C(N=C(N1)C)N=C(C2)C(=O)N dimethylpyrrolo[2,3-d]-pyrimidine-6-carboxamide